N[C@@H](CC(=O)N(C)C)C (3R)-3-amino-N,N-dimethylbutyramide